CC1=CC=C(CC2=NC(=CC(=C2)C2=CC=CC=C2)C2=CC=CC=C2)C=C1 2-(4-methylbenzyl)-4,6-diphenylpyridine